3-chloro-6,11-dihydro-6-methyldibenzo[c,f][1,2]thiazepin-11-ol-5,5-dioxide ClC1=CC2=C(C(C3=C(N(S2(=O)=O)C)C=CC=C3)O)C=C1